COC1=CC=C(C=C1)/C=C/C(=O)N[C@H](C)C(=O)O (E)-(3-(p-methoxyphenyl)acryloyl)-D-alanine